4-chloro-1-oxido-quinolin-1-ium-7-carbonitrile ClC1=CC=[N+](C2=CC(=CC=C12)C#N)[O-]